4-methoxy-5-(morpholin-4-yl)-2H-pyrazolo[3,4-c]Pyridine-7-carboxamide COC=1C=2C(C(=NC1N1CCOCC1)C(=O)N)=NNC2